(2S)-2-(4-Chlorophenyl)-1-{4-[(5R,7R)-7-hydroxy-5-methyl-6,7-dihydro-5H-cyclopenta[d]pyrimidin-4-yl]-1-piperazinyl}-3-(isopropylamino)-1-propanone ClC1=CC=C(C=C1)[C@H](C(=O)N1CCN(CC1)C=1C2=C(N=CN1)[C@@H](C[C@H]2C)O)CNC(C)C